N-(2-(1-(4-((6-amino-2-butoxy-8-oxo-7,8-dihydro-9H-purin-9-yl)methyl)benzyl)piperidin-4-yl)ethyl)-3-(2,5-dioxo-2,5-dihydro-1H-pyrrol-1-yl)propanamide NC1=C2NC(N(C2=NC(=N1)OCCCC)CC1=CC=C(CN2CCC(CC2)CCNC(CCN2C(C=CC2=O)=O)=O)C=C1)=O